methyl 4-((2S,4S)-2-((difluoromethoxy)methyl)-4-((2,2-difluorobenzo[d][1,3]dioxol-5-yl)oxy)pyrrolidin-1-yl)benzoate FC(OC[C@H]1N(C[C@H](C1)OC1=CC2=C(OC(O2)(F)F)C=C1)C1=CC=C(C(=O)OC)C=C1)F